4-acetoxy-3-(acetoxymethyl)but-2-enoic acid C(C)(=O)OCC(=CC(=O)O)COC(C)=O